CC(CC1=CC=C(C=C1)C)(\C=C\C(CC1=CC=C(C=C1)C)(O)C)O (E)-2,5-dimethyl-1,6-di-p-tolylhex-3-ene-2,5-diol